(1s,4s)-4-(8-(2,4-difluorophenylamino)-2-(3-methyltetrahydro-2H-pyran-4-ylamino)-9H-purin-9-yl)cyclohexanecarboxamide FC1=C(C=CC(=C1)F)NC=1N(C2=NC(=NC=C2N1)N[C@@H]1C(COCC1)C)C1CCC(CC1)C(=O)N